bis-(4-chlorophenyl)-phenylsulfonium trifluoro-methanesulfonate FC(S(=O)(=O)[O-])(F)F.ClC1=CC=C(C=C1)[S+](C1=CC=CC=C1)C1=CC=C(C=C1)Cl